2-Methoxy-5-(4-methylpiperazin-1-yl)-N-(3-phenylpropyl)-1H-benzo[d]imidazole-1-carboxamide COC1=NC2=C(N1C(=O)NCCCC1=CC=CC=C1)C=CC(=C2)N2CCN(CC2)C